N1C=CC2=CC(=CC=C12)CN1N=C(C=C1C(=O)NC)C(=O)NC1CC1 1-((1H-indol-5-yl)methyl)-N3-cyclopropyl-N5-methyl-1H-pyrazole-3,5-dicarboxamide